C(C)(C)(C)OC(NCC=1N(C2=NC=NC(=C2N1)N)CCBr)=O (6-amino-9-(2-bromoethyl)-9H-purin-8-yl)methyl-carbamic acid tert-butyl ester